5-[(2S)-2-methylpiperazin-1-yl]-1H-indazole C[C@@H]1N(CCNC1)C=1C=C2C=NNC2=CC1